N-((5-(benzylthio)-4-(methoxymethyl)-1-((2-(trimethylsilyl)ethoxy)methyl)-1H-imidazol-2-yl)(3-chloro-4-fluorophenyl)methyl)-5-fluoro-6-methylpyridin-2-amine C(C1=CC=CC=C1)SC1=C(N=C(N1COCC[Si](C)(C)C)C(NC1=NC(=C(C=C1)F)C)C1=CC(=C(C=C1)F)Cl)COC